BrC(C(=O)C1=CC=CC=C1)C1=CC=CC2=CC=CC=C12 alpha-bromo-naphthaleneacetophenone